BrC1=CC=C(C=C1)C=1C=NC=NC1 5-(4-bromophenyl)pyrimidine